1-(2-{5-[(7R)-7-amino-2-azabicyclo[2.2.1]heptane-2-carbonyl]-7-methoxy-1-methyl-1H-1,3-benzodiazol-2-yl}-1-(cyclopropylmethyl)-1H-pyrrolo[2,3-b]pyridin-6-yl)-3-phenylpyrrolidin-3-ol N[C@H]1C2N(CC1CC2)C(=O)C2=CC1=C(N(C(=N1)C1=CC=3C(=NC(=CC3)N3CC(CC3)(O)C3=CC=CC=C3)N1CC1CC1)C)C(=C2)OC